(R)-TRIMETHYLLACTIC ACID CC[C@](C)(C(=O)O)OC